ClC1=NC=C(C(=C1)C1=C(C=NC(=C1)C)C(=O)NC=1SC2=C(N1)C=CN2)OC 2'-chloro-5'-methoxy-6-methyl-N-(4H-pyrrolo[3,2-d]thiazol-2-yl)-[4,4'-bipyridine]-3-carboxamide